NC1=NC=2C=C(C(=CC2C2=C1COC2)C(=O)N([C@@H]2COC1=C2C=CC(=C1)S(=O)(=N)C)C)F 4-amino-7-fluoro-N-methyl-N-((3S)-6-(S-methylsulfonimidoyl)-2,3-dihydro-1-benzofuran-3-yl)-1,3-dihydrofuro[3,4-c]quinoline-8-carboxamide